1,1,3,3-tetrakis(hydroxymethyl)-2-butanol OCC(C(C(C)(CO)CO)O)CO